FC=1C(=C(C(=NC1)NCC1=CC=C(C=C1)OC)[N+](=O)[O-])C=1CCN(CC1)C(=O)OC(C)(C)C tert-butyl 4-[5-fluoro-2-[(4-methoxyphenyl)methylamino]-3-nitro-4-pyridyl]-3,6-dihydro-2H-pyridine-1-carboxylate